ClC=1C=C2C(=C3C4(NC(NC13)=O)CCCCC4)OC(=C2)CN(C(C)C)CC2NC(CC2)=O 5'-chloro-2'-({[(5-oxopyrrolidin-2-yl)methyl](propan-2-yl)amino}methyl)-7',8'-dihydro-6'H-spiro[cyclohexane-1,9'-furo[2,3-f]quinazoline]-7'-one